FC1=C(C=CC(=C1F)O)C1=CC=C2C/C(/C(C2=C1)=O)=N/O (2Z)-6-(2,3-difluoro-4-hydroxyphenyl)-2-(hydroxyimino)-2,3-dihydro-1H-inden-1-one